1-(3-isopropyl-1-phenyl-1H-pyrazol-5-yl)-3-(trans-1-(2-methoxyethyl)-4-phenylpyrrolidin-3-yl)urea C(C)(C)C1=NN(C(=C1)NC(=O)N[C@@H]1CN(C[C@H]1C1=CC=CC=C1)CCOC)C1=CC=CC=C1